1-(4-chlorophenyl)-2-(imidazolidin-2-ylidene)ethan-1-one ClC1=CC=C(C=C1)C(C=C1NCCN1)=O